1-[3-(2,3-dichlorophenyl)-1H-pyrazolo[3,4-b]pyrazine-6-yl]-4-phenylpiperidine-4-carboximidamide ClC1=C(C=CC=C1Cl)C1=NNC2=NC(=CN=C21)N2CCC(CC2)(C(N)=N)C2=CC=CC=C2